4-((2-(2-(benzyloxy)ethoxy)ethoxy)methyl)-N,N-bis(3-methoxybenzyl)thiazol-2-amine C(C1=CC=CC=C1)OCCOCCOCC=1N=C(SC1)N(CC1=CC(=CC=C1)OC)CC1=CC(=CC=C1)OC